cetyl-methylpiperidine ammonium bromide [Br-].[NH4+].C(CCCCCCCCCCCCCCC)C1N(CCCC1)C